NC=1C2=C(N=CN1)NC=C2C(=O)NC=2OC1=C(N2)C=C(C=C1)C1=CC=CC=C1 4-amino-N-(5-phenylbenzo[d]oxazol-2-yl)-7H-pyrrolo[2,3-d]pyrimidine-5-carboxamide